C(C1=CC=CC=C1)OC(\C=C(/C(F)(F)F)\C)=O (Z)-4,4,4-trifluoro-3-methyl-2-butenoic acid benzyl ester